(2R,3R,4S,5R)-2-(6-(cyclopentylamino)-9H-purin-9-yl)-5-(hydroxymethyl)tetrahydrofuran-3,4-diol C1(CCCC1)NC1=C2N=CN(C2=NC=N1)[C@@H]1O[C@@H]([C@H]([C@H]1O)O)CO